C(C)(C)(C)OC(=O)N1C(CC1)N1CCCC1 (pyrrolidin-1-yl)azetidine-1-carboxylic acid tert-butyl ester